N2-m-nitrobenzyl-4-phenylpyrazole-1-formate [N+](=O)([O-])C=1C=C(CN2N(C=C(C2)C2=CC=CC=C2)C(=O)[O-])C=CC1